butyl (2R)-2-[[4-[[6-(1-hydroxyethyl)-3-isopropyl-imidazo[1,2-a]pyridin-8-yl]amino]-1-piperidyl]methyl]morpholine-4-carboxylate OC(C)C=1C=C(C=2N(C1)C(=CN2)C(C)C)NC2CCN(CC2)C[C@@H]2CN(CCO2)C(=O)OCCCC